methyltri-n-octyl-phosphonium (1R,3S)-3-(5-amino-2H-pyrazol-3-yl)cyclopentyl-N-isopropylcarbamate NC=1C=C(NN1)[C@@H]1C[C@@H](CC1)N(C([O-])=O)C(C)C.C[P+](CCCCCCCC)(CCCCCCCC)CCCCCCCC